ClC1=C(C=CC=C1)CC(=O)NC1=CC(=C(C=C1)C=1C=NN(C1)CCN1CCCC1)S(N)(=O)=O 2-(2-Chlorophenyl)-N-(4-{1-[2-(pyrrolidin-1-yl)ethyl]-1H-pyrazol-4-yl}-3-sulfamoylphenyl)acetamide